(2S,5R)-1-(3-chloro-4-(2-methoxypyrimidin-5-yl)benzoyl)-5-(2-chlorophenyl)pyrrolidine-2-carboxylic acid ClC=1C=C(C(=O)N2[C@@H](CC[C@@H]2C2=C(C=CC=C2)Cl)C(=O)O)C=CC1C=1C=NC(=NC1)OC